(R)-2-(1-(3-cyclohexylphenyl)cyclopropyl)-6-(2-hydroxy-2-(3'-(trifluoromethyl)-[1,1'-biphenyl]-3-yl)acetyl)-3,5,6,7,8,9-hexahydro-4H-pyrimido[5,4-c]azepin-4-one C1(CCCCC1)C=1C=C(C=CC1)C1(CC1)C=1NC(C=2CN(CCCC2N1)C([C@@H](C=1C=C(C=CC1)C1=CC(=CC=C1)C(F)(F)F)O)=O)=O